N-(4-((2-(1,1-difluoroethyl)-6-ethylpyrimidin-4-yl)amino)-5-(6-(2-methoxyethoxy)pyridazin-3-yl)pyridin-2-yl)acetamide trifluoroacetate FC(C(=O)O)(F)F.FC(C)(F)C1=NC(=CC(=N1)NC1=CC(=NC=C1C=1N=NC(=CC1)OCCOC)NC(C)=O)CC